NC1=CC=C(C(=C1C(=O)N(C)C)F)C=1C(=C2C(=NC1)NC(=C2CCO)Cl)Cl 6-amino-3-(2,4-dichloro-3-(2-hydroxyethyl)-1H-pyrrolo[2,3-b]pyridin-5-yl)-2-fluoro-N,N-dimethylbenzamide